tert-butyl (4-(2,3-diaminopyridin-4-yl)-2-fluorobenzyl)carbamate NC1=NC=CC(=C1N)C1=CC(=C(CNC(OC(C)(C)C)=O)C=C1)F